tert-butyl (tert-butoxycarbonyl)(7-(4-(1-(2,2-difluoro-1-(4-fluorophenyl)propyl)-3-methyl-1H-pyrazol-4-yl)pyrimidin-2-yl)-[1,2,4]triazolo[1,5-a]pyridin-2-yl)carbamate C(C)(C)(C)OC(=O)N(C(OC(C)(C)C)=O)C1=NN2C(C=C(C=C2)C2=NC=CC(=N2)C=2C(=NN(C2)C(C(C)(F)F)C2=CC=C(C=C2)F)C)=N1